N1CCC2=CC=CC=C12 dihydro-1H-indol